NC1=NC=2C=NC(=CC2C2=C1C=NN2C)C(=O)N(CC)CC2=NC=C(C=C2)C2CC2 4-amino-N-((5-cyclopropyl-2-pyridinyl)methyl)-N-ethyl-1-methyl-1H-pyrazolo[4,3-c][1,7]naphthyridine-8-carboxamide